C(C)(C)(C)OC(=O)N1CCC2(CC1)C(C1=C(C(=NC=C1)CO[Si](C(C)C)(C(C)C)C(C)C)C2)=O 5-oxo-1-(triisopropylsiloxymethyl)spiro[7H-cyclopenta[c]pyridine-6,4'-piperidine]-1'-carboxylic acid tert-butyl ester